CC(C(=O)OC)(C[C@@H]1OC1)C methyl (S)-2,2-dimethyl-3-(oxiran-2-yl)propanoate